OC=1C=C(C2=C(N1)NN=C2C)C(=O)OCC ethyl 6-hydroxy-3-methyl-1H-pyrazolo[3,4-b]pyridine-4-carboxylate